N-{3-[({2-[(3-acetylphenyl)amino]-5-(trifluoromethyl)pyrimidin-4-yl}amino)methyl]pyridin-2-yl}-N-methylmethane-sulfonamide C(C)(=O)C=1C=C(C=CC1)NC1=NC=C(C(=N1)NCC=1C(=NC=CC1)N(S(=O)(=O)C)C)C(F)(F)F